(2-AMINOETHYL)PHOSPHONATE NCCP([O-])([O-])=O